[4,4-dimethyl-1-(2H-tetraazol-5-yl)pentyl]-2-quinolylamine CC(CCC(C=1N=NNN1)NC1=NC2=CC=CC=C2C=C1)(C)C